BrC1=C(C=C2C(=NC(=NC2=C1C)Cl)N1[C@@H]2[C@H]([C@@H]2COCC1)F)F (1S,7S,8S)-2-(7-bromo-2-chloro-6-fluoro-8-methylquinazolin-4-yl)-8-fluoro-5-oxa-2-azabicyclo[5.1.0]octane